2-[4-(2-Phenyl-1,3-benzoxazole-6-carbonyl)piperazin-1-yl]-3H-quinazolin-4-one C1(=CC=CC=C1)C=1OC2=C(N1)C=CC(=C2)C(=O)N2CCN(CC2)C2=NC1=CC=CC=C1C(N2)=O